C(C)(C)(C)N(C(O)=O)[C@@H]1C(N(C[C@H]1C1=C(C=C(C=C1F)OC)F)C1=NC=CC(=C1C(F)(F)F)N1CCOCC1)=O.Cl[Sn](CCCC[Sn](Cl)(Cl)Cl)(Cl)Cl 1,4-bis(trichlorostannyl)butane tert-butyl-((3S,4R)-4-(2,6-difluoro-4-methoxyphenyl)-1-(4-morpholino-3-(trifluoromethyl)pyridin-2-yl)-2-oxopyrrolidin-3-yl)carbamate